6-(2-methoxyphenyl)pyrimidine-4-amine COC1=C(C=CC=C1)C1=CC(=NC=N1)N